1-{2-[(Dimethylamino)methyl]-6-{[2-(2-fluoro-6-methylphenyl)-[1,3]thiazolo[5,4-c]pyridin-6-yl]amino}pyridin-3-yl}piperidin-4-ol CN(C)CC1=NC(=CC=C1N1CCC(CC1)O)NC1=CC2=C(C=N1)SC(=N2)C2=C(C=CC=C2C)F